CC1(OC(C(O1)CO)CO)C 2,2-dimethyl-1,3-dioxolane-4,5-dimethanol